FC(C1CCN(CC1)C1=CC=C(C=C1)NN1C(OC2=C1C=CC=C2)=O)(F)F (4-(4-(trifluoromethyl)piperidin-1-yl)phenyl)aminobenzo[d]oxazol-2(3H)-one